chloro-4-methoxy-3-(oxetan-3-yl)pyridazine ClC=1C(=C(N=NC1)C1COC1)OC